N1=C(N=C2N=CNC2=C1)C(CC(=O)O)C(=O)O purinebutanedioic acid